C(C)N1N=C(C=C1C1=NNC(=N1)C1=C2C=NN(C2=CC(=C1)C(=O)N)C)C 4-[3-(1-ethyl-3-methyl-1H-pyrazol-5-yl)-1H-1,2,4-triazol-5-yl]-1-methyl-1H-indazole-6-carboxamide